NC1=C(C=C(C=C1)S(=O)(=O)C)P(C)(C)=O (2-amino-5-(methylsulfonyl)phenyl)dimethylphosphine oxide